ClC(C1=NC(=CC=C1)C(Cl)(Cl)Cl)(Cl)Cl 2,6-bis[trichloromethyl]pyridine